(R)-9-((3-(3-amino-3-(2H-tetrazol-5-yl)pyrrolidin-1-yl)-5-chloro-3'-cyclohexyl-[1,1'-biphenyl]-2-yl)methyl)-9H-purin-6-amine N[C@]1(CN(CC1)C=1C(=C(C=C(C1)Cl)C1=CC(=CC=C1)C1CCCCC1)CN1C2=NC=NC(=C2N=C1)N)C=1N=NNN1